[O-]S(=O)(=O)C(F)(F)F.C(CCCCCCCCCCC)[NH+]1CCC(CC1)C 1-dodecyl-4-methylpiperidinium triflate